(S)-3-((5-(4-(2-morpholinoacetyl)piperazin-1-yl)thiazol-2-yl)carbamoyl)pyrrolidine-1-carboxylic acid tert-butyl ester C(C)(C)(C)OC(=O)N1C[C@H](CC1)C(NC=1SC(=CN1)N1CCN(CC1)C(CN1CCOCC1)=O)=O